C1(CCCCC1)OC(C=C)=O Acrylic acid cyclohexyl ester